C(C)(C)(C)NC(=O)C1=NC(=CC=C1)NC=1C=2N(N=C(C1)NC13CC4(CC(CC(C1)C4)C3)O)C(=CN2)C#N N-tert-butyl-6-({3-cyano-6-[(3-hydroxyadamantan-1-yl)amino]imidazo[1,2-b]pyridazin-8-yl}amino)pyridine-2-carboxamide